3-([1,2,4]triazolo[1,5-a]pyridin-6-yl)benzaldehyde N=1C=NN2C1C=CC(=C2)C=2C=C(C=O)C=CC2